N-((3R,4S)-4-((6-(2,6-dichloro-3,5-di-methoxyphenyl)-8-((tetrahydro-2H-pyran-4-yl)amino)pyrido[3,4-d]pyrimidin-2-yl)amino)tetrahydrofuran-3-yl)acrylamide ClC1=C(C(=C(C=C1OC)OC)Cl)C1=CC2=C(N=C(N=C2)N[C@H]2[C@H](COC2)NC(C=C)=O)C(=N1)NC1CCOCC1